3-{[2-(trimethylsilyl)ethoxy]methyl}imidazolidine-2,4-dione C[Si](CCOCN1C(NCC1=O)=O)(C)C